[C@H](C)(CC)OC1=CC=2N(C=C1C(=O)NC=1C(N(C=CC1)[C@H]1[C@H](C1)F)=O)C=C(N2)C21COC(C2)(C1)C 7-((S)-sec-Butoxy)-N-(1-((1R,2S)-2-fluorocyclopropyl)-2-oxo-1,2-dihydropyridin-3-yl)-2-(1-methyl-2-oxabicyclo[2.1.1]hex-4-yl)imidazo[1,2-a]pyridine-6-carboxamide